C(CN=C(N)N)[C@@H]([C@@H](C(=O)O)N)O The molecule is a hydroxy-L-arginine in which the hydroxy group is located at position 3 (the 3S-diastereomer). It is a hydroxy-L-arginine, a secondary alcohol and a member of guanidines. It is a conjugate base of a (3S)-3-hydroxy-L-arginine(1+).